COC=1N=CC=C2C1NC=C2 7-methoxy-1H-pyrrolo[2,3-C]pyridine